CC(C)(C1CCC(CC1)(C1=C(C=CC=C1)O)C1=C(C=CC=C1)O)C1CCC(CC1)(C1=C(C=CC=C1)O)C1=C(C=CC=C1)O propane-2,2-diylbis(cyclohexane-4,1,1-triyl)tetraphenol